N1(CCC1)C=1C(=NC2=CC(=CC(=C2N1)[C@@H](C)NC1=C(C(=O)O)C=CC=C1)C)C#N (R)-2-((1-(3-(azetidin-1-yl)-2-cyano-7-methylquinoxalin-5-yl)ethyl)amino)benzoic acid